3,4-dimethoxy-d3-Benzaldehyde C(OC=1C=C(C=O)C=CC1OC([2H])([2H])[2H])([2H])([2H])[2H]